C1(=CC(=CC=C1)C[C@@H]1N(CCC[C@@H]1NS(=O)(=O)C)C(=O)OC1=CC=CC=C1)C1=CC=CC=C1 phenyl cis-2-(biphenyl-3-ylmethyl)-3-((methylsulfonyl)amino)piperidine-1-carboxylate